ClC=1C=CC2=C(C=C(O2)C(C(=O)N[C@@H]([C@@H](O)C2=CC3=C(OCCO3)C=C2)CN2CC(CC2)(C)C)(F)F)C1 2-(5-chlorobenzofuran-2-yl)-N-((1s,2r)-1-(2,3-dihydrobenzo[b][1,4]dioxin-6-yl)-3-(3,3-dimethylpyrrolidin-1-yl)-1-hydroxypropan-2-yl)-2,2-difluoroacetamide